3-fluoro-2-methoxy-5-methyl-4-(4-(4-methylpiperazin-1-yl)piperidin-1-yl)aniline FC=1C(=C(N)C=C(C1N1CCC(CC1)N1CCN(CC1)C)C)OC